C1=CC=CC=2C3=CC=CC=C3N(C12)C1=CC=2C(C3=CC(=CC=C3C2C=C1)N1C2=CC=CC=C2C=2C=CC=CC12)(CCCCCCCC)CCCCCCCC 2,7-bis(carbazol-9-yl)-9,9-dioctylfluorene